3-({5-[(3S,4S)-4-amino-3-methyl-2-oxa-8-azaspiro[4.5]decan-8-yl]-6-(hydroxymethyl)pyrazin-2-yl}thio)-2-chlorobenzonitrile N[C@@H]1[C@@H](OCC12CCN(CC2)C=2N=CC(=NC2CO)SC=2C(=C(C#N)C=CC2)Cl)C